FC=1C=C2C(=CNC2=CC1)C[C@@H]1N(CCC1)C (R)-5-fluoro-3-((1-methylpyrrolidin-2-yl)methyl)-1H-indole